ClC1=CC(=C(C[C@@H]2CN(CCO2)C(=O)OC(C)(C)C)C(=C1)C)C1=NC=NN2C1=CC(=C2)CN2C(C1C(C1C2=O)(C)C)=O tert-butyl (2R)-2-(4-chloro-2-(6-((6,6-dimethyl-2,4-dioxo-3-azabicyclo[3.1.0]hexan-3-yl)methyl)pyrrolo[2,1-f][1,2,4]triazin-4-yl)-6-methylbenzyl)morpholine-4-carboxylate